6,7-dimethoxy-2-methyl-N-{1-[5-(1H-pyrrolo[2,3-b]-pyridin-5-yl)-thiophen-2-yl]-ethyl}quinazolin-4-amine COC=1C=C2C(=NC(=NC2=CC1OC)C)NC(C)C=1SC(=CC1)C=1C=C2C(=NC1)NC=C2